C(C=C)(=O)OCC(COC1=CC=C(C(=O)O)C=C1)O 4-(3-acryloyloxy-2-hydroxypropoxy)benzoic acid